C[C@@H]1N(CCN(C1)C(CC)=O)C=1C2=C(NC(N1)=O)N=CC=C2 4-((2S)-2-methyl-4-propionyl-1-piperazinyl)pyrido[2,3-d]pyrimidin-2(1H)-one